ClC=1C=C2CC(CC2=CC1)NC1=NC=C(C=N1)C(=O)N1C2(COC2)CCC1 (2-((5-chloro-2,3-dihydro-1H-inden-2-yl)amino)pyrimidin-5-yl)(2-oxa-5-azaspiro[3.4]oct-5-yl)methanone